1-((3R,4S)-3-fluoro-4-((6-fluoro-4-(methoxy-d3)-5-(1-(2,2,2-trifluoroethyl)-1H-benzo[d][1,2,3]triazol-6-yl)pyrrolo[2,1-f][1,2,4]triazin-2-yl)amino)piperidin-1-yl)ethan-1-one F[C@@H]1CN(CC[C@@H]1NC1=NN2C(C(=N1)OC([2H])([2H])[2H])=C(C(=C2)F)C=2C=CC1=C(N(N=N1)CC(F)(F)F)C2)C(C)=O